C(CCCCCCC)(=O)OOC1=C2C(N(C(C2=CC=C1C(C)(C)C)=O)C1C(NC(CC1)=O)=O)=O tert-butyl-((2-(2,6-dioxopiperidin-3-yl)-1,3-dioxoisoindolin-4-yl) oxy) octanoate